BrC1=C(C=C(C=C1C)OCCCS(=O)(=O)C)C 2-bromo-5-(3-methanesulfonyl-propoxy)-1,3-dimethyl-benzene